3-(7-Fluoro-2-hydroxy-4-isopropylquinolin-6-yl)-N-methoxy-N,1-dimethyl-1H-1,2,4-triazole-5-carboxamide FC1=C(C=C2C(=CC(=NC2=C1)O)C(C)C)C1=NN(C(=N1)C(=O)N(C)OC)C